(R)-5-chloro-2-ethoxy-4-(8-(3-(methoxymethyl)-4-methylpiperazin-1-yl)-7,10-dimethyl-5-oxo-1,3,4,5-tetrahydro-2H-chromeno[3,4-c]pyridine-3-carbonyl)-N-(pyrrolidin-1-ylsulfonyl)benzamide ClC=1C(=CC(=C(C(=O)NS(=O)(=O)N2CCCC2)C1)OCC)C(=O)N1CC2=C(CC1)C=1C(=CC(=C(C1OC2=O)C)N2C[C@@H](N(CC2)C)COC)C